((2R,3R,4S,5R)-4-acetoxy-5-(2-amino-8-oxo-7-(prop-2-yn-1-yl)-7,8-dihydro-9H-purin-9-yl)-3-fluorotetrahydrofuran-2-yl) methylacetate CCC(=O)O[C@H]1O[C@H]([C@@H]([C@H]1F)OC(C)=O)N1C2=NC(=NC=C2N(C1=O)CC#C)N